NC(C(=O)O)CC=1C=NC(=C(C1)Cl)Cl 2-amino-3-(5,6-dichloropyridin-3-yl)propanoic acid